3,5-difluoro-N-(4-(1-isopropyl-4-(trifluoromethyl)-1H-imidazol-2-yl)benzyl)-N-methylpyridin-4-amine FC=1C=NC=C(C1N(C)CC1=CC=C(C=C1)C=1N(C=C(N1)C(F)(F)F)C(C)C)F